nitrogen alloyl-niobium phosphorus [P].C(C=C)(=O)[Nb].[N]